NC=1C=CC(=C(C1)NC1=NC(=NC=C1C1=CC=C(C=C1)C(F)(F)F)NC=1C=NN(C1)C)F N4-(5-amino-2-fluorophenyl)-N2-(1-methyl-1H-pyrazol-4-yl)-5-[4-(trifluoromethyl)phenyl]pyrimidine-2,4-diamine